COC1=C(N(N=C1)C)C(=O)O 4-methoxy-2-methylpyrazole-3-carboxylic acid